(S)-N-(3-(2-(((S)-3,3-difluorocyclopentyl)amino)-6-morpholinopyrimidin-4-yl)-4-methylphenyl)-3-(2,2,2-trifluoroethyl)pyrrolidine-1-carboxamide FC1(C[C@H](CC1)NC1=NC(=CC(=N1)C=1C=C(C=CC1C)NC(=O)N1C[C@@H](CC1)CC(F)(F)F)N1CCOCC1)F